C1=C2C3=C4C(C=CC3=NC2=CC=C1)=C1C=CC=CC1=N4 indolo[3,2-c]carbazole